1-(4-(4,4-dimethylcyclohexyl)phenyl)benzene-1,4-diamine CC1(CCC(CC1)C1=CC=C(C=C1)C1(CC=C(C=C1)N)N)C